(1R,11S,14S)-N-[(2,4-difluorophenyl)methyl]-7-hydroxy-14-methoxy-11-methyl-6,9-dioxo-10,15-diazatetracyclo[6.6.1.11,10.04,15]hexadeca-4,7,12-triene-5-carboxamide FC1=C(C=CC(=C1)F)CNC(=O)C1=C2CC[C@@]34[C@H](C=C[C@@H](N(C(C(=C(C1=O)O)N32)=O)C4)C)OC